COC1=CC=C(C=C1)C1=NNC(=N1)C1=CC=CC=C1 3-(4-methoxyphenyl)-5-phenyl-1H-1,2,4-triazole